C(C1=CC=CC=C1)N(C=1C=C(C=C(C1)N1CCOCC1)C1(COC1)O)CC1=CC=CC=C1 3-(3-(dibenzylamino)-5-morpholinophenyl)oxetan-3-ol